CC(CCCC1(OCCO1)C)(O)CCCCCCC=C(CCCC)C α,2-dimethyl-α-(8-methyl-7-dodecen-1-yl)-1,3-dioxolan-2-butanol